FC1=C(C(=CC2=C1N=C(S2)C2=C1N=CC(=NC1=CC(=C2)C)COC)OCCNS(=O)(=O)C2=CC(=CC=C2)F)F N-(2-((4,5-difluoro-2-(2-(methoxymethyl)-7-methylquinoxalin-5-yl)benzo[d]thiazol-6-yl)oxy)ethyl)-3-fluorobenzenesulfonamide